2-fluoro-3-[2-(dimethylamino)ethyl]-1H-indol-4-yl acetate C(C)(=O)OC1=C2C(=C(NC2=CC=C1)F)CCN(C)C